[Si](OCCCCCCCCCCCC)([O-])([O-])[O-] dodecyl orthosilicate